5-((4-(4-(4-((9-cyclopentyl-8-(phenylamino)-9H-purin-2-yl)amino)phenyl)piperazin-1-yl)piperidin-1-yl)methyl)-2-(2,6-dioxopiperidin-3-yl)-6-fluoroisoindoline-1,3-dione C1(CCCC1)N1C2=NC(=NC=C2N=C1NC1=CC=CC=C1)NC1=CC=C(C=C1)N1CCN(CC1)C1CCN(CC1)CC=1C=C2C(N(C(C2=CC1F)=O)C1C(NC(CC1)=O)=O)=O